2-[2-Methyl-6-(propan-2-ylamino)pyridin-3-yl]-N-[(3S)-9-fluoro-2-oxo-5-phenyl-1,3-dihydro-1,4-benzodiazepin-3-yl]pyrazolo[1,5-a]pyrimidine-3-carboxamide CC1=NC(=CC=C1C1=NN2C(N=CC=C2)=C1C(=O)N[C@@H]1C(NC2=C(C(=N1)C1=CC=CC=C1)C=CC=C2F)=O)NC(C)C